N1C(CCCCC1)[C@H](C)OC1=NC(=C(C=2N=C(N=C(C21)O)Cl)F)Cl (S)-5-(1-(Azepan-2-yl)ethoxy)-2,7-dichloro-8-fluoropyrido[4,3-d]pyrimidin-4-ol